BrCC1=C(C=CC=C1)C1(N=CN(C1)C)C(F)(F)F 4-((bromomethyl)phenyl)-1-methyl-4-(trifluoromethyl)-1H-imidazole